ClC=1C(=NC(=NC1)NC1CCOCC1)C1=CC=C2CN(C(C2=C1)=O)CC(=O)NC(C)C1=CC(=CC(=C1)F)F 2-(6-{5-chloro-2-[(oxacyclohex-4-yl)amino]pyrimidin-4-yl}-1-oxo-2,3-dihydro-1H-isoindol-2-yl)-N-[1-(3,5-difluorophenyl)ethyl]acetamide